N[C@H](C(=O)N1CC=CCC1C=1C=NC=CC1)CC1=CC=CC=C1 (2S)-2-amino-3-phenyl-1-(6-(pyridin-3-yl)-5,6-dihydropyridin-1(2H)-yl)propan-1-one